2,5-dioxa-8-azaspiro[3.5]nonan-6-ylmethanol C1OCC12OC(CNC2)CO